5-(2-Azidoethyl)-2,2-dimethylbenzo[d][1,3]dioxole N(=[N+]=[N-])CCC1=CC2=C(OC(O2)(C)C)C=C1